O1C(CCCC1)N1N=CC=C1C=1SC=C(N1)C(=O)NC1=CC=C(C=N1)NC(=O)[C@@H]1CN(CCC1)C(=O)OC(C)(C)C tert-butyl (3S)-3-((6-(2-(1-(tetrahydro-2H-pyran-2-yl)-1H-pyrazol-5-yl)thiazole-4-carboxamido)pyridin-3-yl)carbamoyl)piperidine-1-carboxylate